isopropylisoxazole-4-carboxylic acid methyl ester COC(=O)C=1C(=NOC1)C(C)C